4-[[3-(4-methoxyphenyl)imidazo[1,2-a]pyrazin-8-yl]amino]-2-methyl-N-[2-[2-(triazol-2-yl)ethoxy]ethyl]benzamide COC1=CC=C(C=C1)C1=CN=C2N1C=CN=C2NC2=CC(=C(C(=O)NCCOCCN1N=CC=N1)C=C2)C